C[C@@H]1C=2N(CCN1S(=O)(=O)C)C(=NC2N2C(CCC2)=O)C2=NC(=NS2)C (R)-1-(8-methyl-3-(3-methyl-1,2,4-thiadiazol-5-yl)-7-(methanesulfonyl)-5,6,7,8-tetrahydroimidazo[1,5-a]pyrazin-1-yl)pyrrolidin-2-one